N-(4-(2-(((1r,4r)-4-(dimethylamino)cyclohexyl)amino)-8-isopropyl-7-oxo-7,8-dihydropteridin-6-yl)-2-fluorophenyl)-1-(4-fluorophenyl)methanesulfonamide CN(C1CCC(CC1)NC1=NC=2N(C(C(=NC2C=N1)C1=CC(=C(C=C1)NS(=O)(=O)CC1=CC=C(C=C1)F)F)=O)C(C)C)C